ClC=1C=C2C(C(=CN(C2=CC1N1[C@H](CCC1)COC1=NC=CC=C1Cl)C1=NN2C(COCC2)=C1)C(=O)O)=O (R)-6-chloro-7-(2-(((3-chloropyridin-2-yl)oxy)methyl)pyrrolidin-1-yl)-1-(6,7-dihydro-4H-pyrazolo[5,1-c][1,4]oxazin-2-yl)-4-oxo-1,4-dihydroquinoline-3-carboxylic acid